COC1=C(CNCCO)C=CC(=C1)OC 2-((2,4-dimethoxybenzyl)amino)ethan-1-ol